The molecule is an organofluorine compound that is tributylamine in which all the hydrogens have been replaced by fluorine atoms. It has a role as a member of greenhouse gas, a solvent and a blood substitute. It derives from a tributylamine. C(C(C(F)(F)F)(F)F)(C(N(C(C(C(C(F)(F)F)(F)F)(F)F)(F)F)C(C(C(C(F)(F)F)(F)F)(F)F)(F)F)(F)F)(F)F